8-chloro-2-(3,5-dimethoxyphenyl)-2-methyl-3-phenyloctan-3-ol ClCCCCCC(C(C)(C)C1=CC(=CC(=C1)OC)OC)(O)C1=CC=CC=C1